BrC1=CC(=NC=C1)C1=C(C(=O)N)C=CC=C1 (4-bromopyridin-2-yl)benzamide